tert-butyl N-[1-({5-[1-(4-ethylphenyl)-1H-pyrazol-4-yl]-1H-indol-3-yl}carbamoyl) ethyl]carbamate C(C)C1=CC=C(C=C1)N1N=CC(=C1)C=1C=C2C(=CNC2=CC1)NC(=O)C(C)NC(OC(C)(C)C)=O